C(CCCCCCCCCC)OC(CCCCCN(CCCCCC(=O)OCCCCCCCCCCC)C[C@@H](CN(C)CCO)O)=O (R)-bis(undecyl)-6,6'-((2-hydroxy-3-((2-hydroxyethyl)(methyl)amino)propyl)azanediyl)dihexanoate